(3S,5R)-4-((6-methoxypyridin-3-yl)methyl)-3,5-dimethylpiperazine-1-carboxylic acid tert-butyl ester C(C)(C)(C)OC(=O)N1C[C@@H](N([C@@H](C1)C)CC=1C=NC(=CC1)OC)C